3-[3-[[[2-Chloro-3-(trifluoromethyl)phenyl]methyl](2,2-diphenylethyl)amino]propoxy]benzeneacetic acid hydrochloride Cl.ClC1=C(C=CC=C1C(F)(F)F)CN(CCCOC=1C=C(C=CC1)CC(=O)O)CC(C1=CC=CC=C1)C1=CC=CC=C1